2,3-dichloro-N-[2,4-difluoro-3-[[2-[3-(2-oxopyrrolidin-1-yl)indol-1-yl]thiazolo[5,4-d]pyrimidin-7-yl]amino]phenyl]benzenesulfonamide ClC1=C(C=CC=C1Cl)S(=O)(=O)NC1=C(C(=C(C=C1)F)NC=1C2=C(N=CN1)SC(=N2)N2C=C(C1=CC=CC=C21)N2C(CCC2)=O)F